Isopropyl ((S)-(((2R,3S,5R)-5-(6-amino-2-fluoro-9H-purin-9-yl)-2-ethynyl-3-(((pentan-3-yloxy)carbonyl)oxy) tetrahydrofuran-2-yl)methoxy)(phenoxy)phosphoryl)-L-phenylalaninate NC1=C2N=CN(C2=NC(=N1)F)[C@H]1C[C@@H]([C@@](O1)(C#C)CO[P@](=O)(OC1=CC=CC=C1)N[C@@H](CC1=CC=CC=C1)C(=O)OC(C)C)OC(=O)OC(CC)CC